FC1=CC=C(C=C1)C=1C(=C2N(N1)CCC2)C2=CC=C1C=NNC1=C2 6-(2-(4-Fluorophenyl)-5,6-dihydro-4H-pyrrolo[1,2-b]pyrazol-3-yl)-1H-indazole